FC(OC1=NC=CC=2C(N(C3C=4C(C(C21)C3)=C3N(N4)C=CC(=C3)C=3C=NC(=NC3)C3(CC(C3)(C)O)O)C)=O)F 1-(difluoromethoxy)-12-(2-((1s,3s)-1,3-dihydroxy-3-methylcyclobutyl)pyrimidin-5-yl)-6-methyl-6,7-dihydro-7,14-methanopyrido[4,3-c]pyrido[1',2':1,5]pyrazolo[4,3-f]azocin-5(14H)-one